O1CN(C=C1)OC=1C=C2C(=NC=3N(C2=CC1)N=CC3)N 7-[(3S)-Oxazol-3-yloxy]Pyrazolo[1,5-a]Quinazolin-5-amine